ethyl 3-bromo-1-[(4-methoxyphenyl)methyl]-1H-thieno[2,3-c]pyrazole-5-carboxylate BrC=1C2=C(N(N1)CC1=CC=C(C=C1)OC)SC(=C2)C(=O)OCC